COC1=NC=CC(=C1)C1=NNC2=CC(=C(C=C12)C1C[C@@H]2[C@@H](CN(C2)C2CCOCC2)C1)C 3-(2-Methoxypyridin-4-yl)-6-methyl-5-((3aR,5r,6aS)-2-(tetrahydro-2H-pyran-4-yl)octahydrocyclopenta[c]pyrrol-5-yl)-1H-indazole